5-(2-butylhexyl)-10-fluoro-7-hydroxyphenanthridin-6(5H)-one C(CCC)C(CN1C=2C=CC=CC2C2=C(C=CC(=C2C1=O)O)F)CCCC